C(C)(=O)C1=CN(C2=CC(=CC=C12)NC=1C=NC=NC1)CC(=O)N(C1CC1)CC(=O)NCC1=C(C(=CC=C1)Cl)F 2-(3-acetyl-6-(pyrimidin-5-ylamino)-1H-indol-1-yl)-N-(2-((3-chloro-2-fluorophenylmethyl)amino)-2-oxoethyl)-N-cyclopropylacetamide